C(C)(C)(C)OC(=O)N1CCC(CC1)C1=CC(=NC=C1)C(=O)O 4-(1-(tert-butoxycarbonyl)piperidin-4-yl)picolinic acid